C(OCF)(OC(F)(F)F)=O (fluoromethyl) (trifluoromethyl) carbonate